O[C@H]1CN(C[C@H]1NC=1N=NC(=C2C1N=CC=C2)C2=CC=C(C=C2)C(F)(F)F)C(C=C)=O 1-((3S,4R)-3-hydroxy-4-((5-(4-(trifluoromethyl)phenyl)pyrido[2,3-d]pyridazin-8-yl)amino)pyrrolidin-1-yl)prop-2-en-1-one